CS(=O)(=O)C1=CC=C(C=C1)S(=O)(=O)NC1=C(C(=O)NC23CC(C2)(C3)C(F)(F)F)C=CC(=C1)C(F)(F)F 2-((4-(methylsulfonyl)phenyl)sulfonamido)-4-(trifluoromethyl)-N-(3-(trifluoromethyl)bicyclo[1.1.1]pentan-1-yl)benzamide